(4-amino-5-methyl-2-pyrrolidin-1-ylphenyl)-(4-methyl-2-phenylpiperazin-1-yl)methanone NC1=CC(=C(C=C1C)C(=O)N1C(CN(CC1)C)C1=CC=CC=C1)N1CCCC1